4-((2-(1H-benzo[d]imidazol-1-yl)-6-methoxy-7-(3-(pyrrolidin-1-yl)propoxy)quinazolin-4-yl)amino)tetrahydro-2H-thiopyran 1,1-dioxide N1(C=NC2=C1C=CC=C2)C2=NC1=CC(=C(C=C1C(=N2)NC2CCS(CC2)(=O)=O)OC)OCCCN2CCCC2